(E)-N-methylpyridin-3-amine CNC=1C=NC=CC1